Ethyl 2-{2-[(S)-amino(4,4-difluorocyclohexyl)methyl]imidazo[1,2-b]pyridazin-7-yl}-4,4-difluorobutanoate hydrochloride Cl.N[C@H](C=1N=C2N(N=CC(=C2)C(C(=O)OCC)CC(F)F)C1)C1CCC(CC1)(F)F